tert-Butyl-4-(3-((5-(3'-methyl-2'-oxo-2',3'-dihydrospiro[cyclobutane-1,1'-pyrrolo[2,3-c]quinolin]-8'-yl)-3-(methylsulfonamido)pyridin-2-yl)oxy)propyl)piperazine C(C)(C)(C)N1CCN(CC1)CCCOC1=NC=C(C=C1NS(=O)(=O)C)C1=CC=2C3=C(C=NC2C=C1)N(C(C31CCC1)=O)C